2-(2-(4-methylpiperazino)ethoxy)-4-(3-ethynylphenylamino)pyrimidine CN1CCN(CC1)CCOC1=NC=CC(=N1)NC1=CC(=CC=C1)C#C